1-[[2-[6-(3-cyclopropyl-1H-1,2,4-triazol-5-yl)-2-azaspiro[3.3]heptane-2-carbonyl]-2-azaspiro[3.3]heptan-6-yl]methyl]-5-(trifluoromethyl)pyrazin-2-one C1(CC1)C1=NNC(=N1)C1CC2(CN(C2)C(=O)N2CC3(C2)CC(C3)CN3C(C=NC(=C3)C(F)(F)F)=O)C1